FC1=C(C(=O)OCC)C(=CC=C1OC)N1N=NC(=C1)C=O ethyl 2-fluoro-6-(4-formyl-1H-1,2,3-triazol-1-yl)-3-methoxybenzoate